ethyl (E)-but-2-enedioate C(\C=C\C(=O)[O-])(=O)OCC